C(#N)C=1C=NN2C1C(=CC(=C2)OCC)C=2C=NC(=CC2)F 3-Cyano-6-ethoxy-4-(6-fluoro-3-pyridinyl)pyrazolo[1,5-a]pyridine